C(CCC)C1=NN(C(=C1O)C)CC 3-n-butyl-1-ethyl-4-hydroxy-5-methyl-pyrazole